N-(tert-butoxycarbonyl)-L-valyl-L-phenylalanyl-S-(methyl-d3)-L-cysteine methyl ester COC([C@@H](NC([C@@H](NC([C@@H](NC(=O)OC(C)(C)C)C(C)C)=O)CC1=CC=CC=C1)=O)CSC([2H])([2H])[2H])=O